ClC=1C(=NC=CC1SC1=CN=C2C(=N1)NC(=N2)N2CCC1(CC2)[C@@H](C2=CC=CC=C2C1)N)NC (S)-1'-(6-((3-chloro-2-(methylamino)pyridin-4-yl)thio)-1H-imidazo[4,5-b]pyrazin-2-yl)-1,3-dihydrospiro[indene-2,4'-piperidin]-1-amine